3-(1-((tert-Butyldimethylsilanyloxy)propan-2-yl)-2-(3-(methoxymethoxy)-2,6-dimethylpyridin-4-yl)-1H-indol-5-yl)piperidine-1-carboxylic acid tert-butyl ester C(C)(C)(C)OC(=O)N1CC(CCC1)C=1C=C2C=C(N(C2=CC1)C(C)CO[Si](C)(C)C(C)(C)C)C1=C(C(=NC(=C1)C)C)OCOC